((S)-1-(((S)-1-cyano-2-((S)-2-oxopyrrolidin-3-yl)ethyl)amino)-1-oxo-3-phenylpropan-2-yl)-4-methoxy-1H-indole-2-carboxamide C(#N)[C@H](C[C@H]1C(NCC1)=O)NC([C@H](CC1=CC=CC=C1)N1C(=CC2=C(C=CC=C12)OC)C(=O)N)=O